1-Methyl-2-pyrrolidinon CN1C(CCC1)=O